O=P1OCC(CO1)(C)C 2-oxo-5,5-dimethyl-1,3,2-dioxaphosphorinane